C=C1C(=O)OCC1 exo-methylene-γ-butyrolactone